α-xylose O[C@@H]1[C@H](O)[C@@H](O)[C@H](O)CO1